The molecule is a hydroxy monounsaturated fatty acid that is undec-10-enoic acid which is substituted by a hydroxy group at position 9. It has been isolated from the leaves of Corchorus olitorius, also known as the medicinal foodstuff moroheiya. It is a secondary alcohol, a hydroxy monounsaturated fatty acid, an olefinic fatty acid and a medium-chain fatty acid. C=CC(CCCCCCCC(=O)O)O